O[C@@H]1C[C@@H](CCCC1)NC(OC(C)(C)C)=O tert-butyl (1r,3s)-3-hydroxycycloheptylcarbamate